2-fluoro-4-methoxy-3-phenyl-benzaldehyde FC1=C(C=O)C=CC(=C1C1=CC=CC=C1)OC